3-(3-chloro-4-fluorophenyl)-7-[5-(difluoromethyl)-1,3,4-oxadiazol-2-yl]-3,4-dihydrophthalazin-1(2H)-one ClC=1C=C(C=CC1F)N1NC(C2=CC(=CC=C2C1)C=1OC(=NN1)C(F)F)=O